FC1=CC=CC=C1C=O 6-fluorobenzaldehyde